BrC1=CC=C2C=3CC4=C(C(C3NC2=C1)(C)C)C=C(C(=C4)CC)C4CCNCC4 3-bromo-9-ethyl-6,6-dimethyl-8-(piperidin-4-yl)-6,11-dihydro-5H-benzo[b]carbazole